2-[[(2S,3R)-3-(tert-butoxycarbonylamino)-2-hydroxy-4-phenyl-butanoyl]amino]-3-phenyl-pentanoic acid C(C)(C)(C)OC(=O)N[C@@H]([C@@H](C(=O)NC(C(=O)O)C(CC)C1=CC=CC=C1)O)CC1=CC=CC=C1